(S)-3-(6-bromopyridin-2-yl)-5-isopropyl-5,6-dihydro-8H-[1,2,4]triazolo[3,4-c][1,4]oxazine BrC1=CC=CC(=N1)C1=NN=C2COC[C@@H](N21)C(C)C